tert-Butyl 4-(6-bromo-7-chloro-2-methoxyquinazolin-4-yl)piperazine-1-carboxylate BrC=1C=C2C(=NC(=NC2=CC1Cl)OC)N1CCN(CC1)C(=O)OC(C)(C)C